C(CCCCCCCCCCCCCCCCC)OC(CCC1=CC(=C(C(=C1)C(C)(C)C)O)C(C)(C)C)=O n-octadecyl-3-(3,5-ditert-butyl-4-hydroxyphenyl)-propionate